(rac)-4-((3-(4-(((3R,4R)-3-fluoro-1-methylpiperidin-4-yl)amino)-1-(2,2,2-trifluoroethyl)-1H-indol-2-yl)prop-2-yn-1-yl)amino)-3-methoxybenzenesulfonamide F[C@@H]1CN(CC[C@H]1NC1=C2C=C(N(C2=CC=C1)CC(F)(F)F)C#CCNC1=C(C=C(C=C1)S(=O)(=O)N)OC)C |r|